(1r,4r)-4-((4-(2-(2-aminopyridin-3-yl)-5-phenyl-3H-imidazo[4,5-b]pyridin-3-yl)benzyl)amino)cyclohexane-1-carboxylic acid NC1=NC=CC=C1C1=NC=2C(=NC(=CC2)C2=CC=CC=C2)N1C1=CC=C(CNC2CCC(CC2)C(=O)O)C=C1